Ethyl 2-(4-((4-(4-(trifluoromethyl) benzyl)-2-methylpiperazin-1-yl) methyl) phenoxy)-2-methylpropionate FC(C1=CC=C(CN2CC(N(CC2)CC2=CC=C(OC(C(=O)OCC)(C)C)C=C2)C)C=C1)(F)F